N-octadecyl-2-phenyl-3,5,7-tribenzyloxy-quinolin-4-one C(CCCCCCCCCCCCCCCCC)N1C(=C(C(C2=C(C=C(C=C12)OCC1=CC=CC=C1)OCC1=CC=CC=C1)=O)OCC1=CC=CC=C1)C1=CC=CC=C1